BrC=1C=CC2=C(CC(O2)CO)C1 (5-bromo-2,3-dihydrobenzofuran-2-yl)methanol